CC1CC2(CN(C2)C=2C=C3C(=CC=NC3=CC2)C(=O)OC)C1 methyl 6-(6-methyl-2-azaspiro[3.3]heptan-2-yl)quinoline-4-carboxylate